ClCCN(C=1C(NC(NC1)=O)=O)CCCl 5-(bis(2-chloroethyl)amino)-2,4(1H,3H)-pyrimidinedione